N(=[N+]=[N-])C1=CC=C(C=C1)OC(F)(F)F 1-azido-4-(trifluoromethoxy)benzene